N1(CCC12CCNCC2)C(=O)[O-] 1,7-diazaspiro[3.5]nonane-1-carboxylate